CC1SC=C(C1=O)C 2,4-dimethyl-2,3-dihydro-thiophen-3-one